9-phenoxy-4,5-dihydro-2H-2-benzazepine-1,3-dione O(C1=CC=CC=C1)C1=CC=CC=2CCC(NC(C21)=O)=O